COC1=C(C(=CC(=C1)OC)OC)P (2,4,6-trimethoxyphenyl)phosphine